S(=O)(=O)(ON1[C@@H]2CC[C@H](N(C1=O)C2)C(NC(=O)C2=NON=C2)=N)O (2S,5R)-2-(N-(1,2,5-oxadiazole-3-carbonyl) carbamimidoyl)-7-oxo-1,6-diazabicyclo[3.2.1]octan-6-yl hydrogen sulfate